1-(2,2-difluorocyclobutyl)-N-(4-(2-(((1r,4r)-4-(dimethylamino)-cyclohexyl)amino)-8-isopropyl-7-oxo-7,8-dihydropyrido[2,3-d]-pyrimidin-6-yl)-2-fluorophenyl)methane-sulfonamide FC1(C(CC1)CS(=O)(=O)NC1=C(C=C(C=C1)C1=CC2=C(N=C(N=C2)NC2CCC(CC2)N(C)C)N(C1=O)C(C)C)F)F